C[C@]12CC[C@H](C[C@@H]1CC[C@@H]3[C@@H]2CC[C@]4([C@H]3CC[C@@H]4O)C)OS(=O)(=O)[O-] The molecule is a steroid sulfate oxoanion that is the conjugate base of (3alpha,5alpha,17beta)-17-hydroxyandrostan-3-yl sulfate, obtained by deprotonation of the sulfo group; major species at pH 7.3. It is a conjugate base of a (3alpha,5alpha,17beta)-17-hydroxyandrostan-3-yl sulfate.